N-(3-(3-amino-4-(1-oxo-1,2,3,4-tetrahydroisoquinolin-6-yl)-1H-pyrazol-1-yl)phenyl)but-2-ynamide NC1=NN(C=C1C=1C=C2CCNC(C2=CC1)=O)C=1C=C(C=CC1)NC(C#CC)=O